[Li+].ClC=1C=C(C=CC1C)NC(NCC1=CC(=C(C(=O)[O-])C=C1)[N+](=O)[O-])=O 4-((3-(3-chloro-4-methylphenyl)ureido)methyl)-2-nitrobenzoic acid lithium salt